N1(CCOCC1)C1=CC=CC=C1CN1N=NC=C1 1-(4-morpholinbenzyl)-1H-1,2,3-triazol